O=C1N(C(CC2=CC=CC=C12)=O)C1CC(C1)OC1=CC=C(C=C1)C(C)(C)C1=CC=C(OCC2=NC(=NC=C2)N2CC(C2)(C)NC(OC(C)(C)C)=O)C=C1 tert-butyl (1-(4-((4-(2-(4-((1s,3s)-3-(1,3-dioxoisoquinolin-2-yl)cyclobutyloxy)phenyl)propan-2-yl)phenoxy)methyl)pyrimidin-2-yl)-3-methylazetidin-3-yl)carbamate